ClC=1C=CC(=C(C1)[C@]1(C(NC2=C3C(=CC=C12)C=CC=C3)=O)O)O |r| (±)-3-(5-chloro-2-hydroxyphenyl)-1,3-dihydro-3-hydroxy-2H-benz[g]indol-2-one